C1(=CC=CC=C1)C1=NC(=NC(=N1)C1=CC=CC=C1)C1=C(C=C(C=C1)OCC)O 2-(4,6-diphenyl-1,3,5-triazine-2-yl)-5-ethoxyphenol